N=1NN=NC1C1=CC=C(C=C1C1=CC=C(C=C1)CN(C(CCCC)=O)C1(CCC(CC1)(C)C)C(=O)O)C1=CC=CC=C1 1-(N-((6'-(2H-Tetrazol-5-yl)-[1,1':3',1''-terphenyl]-4-yl)methyl)pentan-amido)-4,4-dimethylcyclohexanecarboxylic Acid